(E)-(3-(2-(Thiophen-2-yl)vinyl)-1H-pyrazol-1-yl)methyl pyrrolidine-3-carboxylate hydrochloride Cl.N1CC(CC1)C(=O)OCN1N=C(C=C1)\C=C\C=1SC=CC1